bis(4-carboxyphenyl)iodonium C(=O)(O)C1=CC=C(C=C1)[I+]C1=CC=C(C=C1)C(=O)O